(R)-N-((6-(difluoromethyl)pyridazin-3-yl)methyl)-1-(pyrimidin-2-yl)ethan-1-amine FC(C1=CC=C(N=N1)CN[C@H](C)C1=NC=CC=N1)F